4-(2-fluorophenyl)-1-methylpiperidine-4-carbonitrile FC1=C(C=CC=C1)C1(CCN(CC1)C)C#N